3-(4-fluoro-3-methyl-2-oxo-5-piperazin-1-yl-benzimidazol-1-yl)piperidine-2,6-dione FC1=C(C=CC=2N(C(N(C21)C)=O)C2C(NC(CC2)=O)=O)N2CCNCC2